4-(4-bromophenyl)-2-methyl-5-(1-methyl-1H-indol-3-yl)oxazole BrC1=CC=C(C=C1)C=1N=C(OC1C1=CN(C2=CC=CC=C12)C)C